2,2'-biquinolinyl-4,4'-dicarboxylic acid dibutylester C(CCC)OC(=O)C1=CC(=NC2=CC=CC=C12)C1=NC2=CC=CC=C2C(=C1)C(=O)OCCCC